[Si].[Ge].[Al] Aluminum-Germanium-Silicon